Cl.N1CC(CC1)C1=CC=NC=C1 4-(pyrrolidin-3-yl)pyridine hydrochloride